ethyl 3-(4-chlorophenyl)-2,2-difluoro-3-hydroxypropionate ClC1=CC=C(C=C1)C(C(C(=O)OCC)(F)F)O